FC(C1=C(CN2CCC(CC2)C(=O)O)C=CC=C1)(F)F 1-(2-(trifluoromethyl)benzyl)piperidine-4-carboxylic acid